4-cyclopropyl-2-(morpholin-4-yl)-8-[2-(tetrahydropyran-2-yl)-2H-pyrazol-3-yl]-[1,7]naphthyridine C1(CC1)C1=CC(=NC2=C(N=CC=C12)C=1N(N=CC1)C1OCCCC1)N1CCOCC1